2-(tert-Butyl) 3-ethyl (1R,3S,5S)-5-((2-methoxyethoxy)methyl)-2-azabicyclo[3.1.0]hexane-2,3-dicarboxylate COCCOC[C@]12C[C@H](N([C@@H]2C1)C(=O)OC(C)(C)C)C(=O)OCC